tert-butyl (R)-(2-methoxyethyl)(pyrrolidin-3-yl)carbamate COCCN(C(OC(C)(C)C)=O)[C@H]1CNCC1